acrylic acid 2-lauroxyethyl ester C(CCCCCCCCCCC)OCCOC(C=C)=O